N1N=CC2=CC(=CC=C12)C=1C=C2C(=NC1)NC(=N2)C2CN(CC2)C#N 3-(6-(1H-Indazol-5-yl)-3H-imidazo[4,5-b]pyridin-2-yl)pyrrolidine-1-carbonitrile